acryloxy-2-hydroxypropyl-sulfonate C(C=C)(=O)OCC(CS(=O)(=O)[O-])O